C(C1=CC=CC=C1)OC1=C(N2C(C3=CC=CC=C13)=C(C=N2)C(=O)OC)Br Methyl 6-(benzyloxy)-5-bromopyrazolo[5,1-a]isoquinoline-1-carboxylate